Cl.CN1C2=C(CCCC1)N=C(C=C2)NC=2C=CC(=C1CNC(C21)=O)C=2C=NN1C2C=CC(=C1)C 7-((5-Methyl-6,7,8,9-tetrahydro-5H-pyrido[3,2-b]azepin-2-yl)amino)-4-(6-methylpyrazolo[1,5-a]pyridin-3-yl)isoindolin-1-one hydrochloride